1-(bromomethyl)-4-fluoro-2-nitrobenzene BrCC1=C(C=C(C=C1)F)[N+](=O)[O-]